ethyl 3-((4-methoxy-1H-benzo[d]imidazol-1-yl) methyl)-4,4-dimethylpentanoate COC1=CC=CC=2N(C=NC21)CC(CC(=O)OCC)C(C)(C)C